2-methyl-2-(p-isopropylphenyl)propanal CC(C=O)(C)C1=CC=C(C=C1)C(C)C